ClC=1C=NN(C1C(=O)NC1=NC=C(C=C1C)C#CC1=CC=CC=C1)CC1CC1 4-chloro-1-(cyclopropylmethyl)-N-(3-methyl-5-(phenylethynyl)pyridin-2-yl)-1H-pyrazole-5-carboxamide